6-(tetrahydro-pyran-4-yl)-2-methyl-3-(4-pyrazol-1-yl-benzyl)-7,8-dihydro-6H-[1,6]naphthyridin-5-one O1CCC(CC1)N1C(C=2C=C(C(=NC2CC1)C)CC1=CC=C(C=C1)N1N=CC=C1)=O